N-[(2,4-difluorophenyl)methyl]-4-[[(2S,4S)-2-methyl-4-piperidinyl]oxy]pyrimidin-2-amine FC1=C(C=CC(=C1)F)CNC1=NC=CC(=N1)O[C@@H]1C[C@@H](NCC1)C